S1C(=NC2=C1C=CC=C2)C2=C(C=CC(=C2)OC)NC(C2=CC=CC=C2)=O N-(2-(benzo[d]thiazol-2-yl)-4-methoxyphenyl)benzamide